3-((5-(hydroxymethyl)pyrimidin-4-yl)amino)piperidine-2,6-dione OCC=1C(=NC=NC1)NC1C(NC(CC1)=O)=O